di(1-butenyl) phenylphosphonate C1(=CC=CC=C1)P(OC=CCC)(OC=CCC)=O